NCCN(S(=O)(=O)N1C[C@@H]2C([C@@H]2C1)C#CC1=C(C(=C(C=C1)O)N1S(NC(C1)=O)(=O)=O)F)C (1R,5S,6S)-N-(2-aminoethyl)-6-((3-(1,1-dioxido-4-oxo-1,2,5-thiadiazolidin-2-yl)-2-fluoro-4-hydroxyphenyl)ethynyl)-N-methyl-3-azabicyclo[3.1.0]hexane-3-sulfonamide